N-(4-cyclopentyl-2,5-difluorophenyl)-2-[(4-methyl-4H-1,2,4-triazol-3-yl)sulfanyl]-5-nitrobenzamide C1(CCCC1)C1=CC(=C(C=C1F)NC(C1=C(C=CC(=C1)[N+](=O)[O-])SC1=NN=CN1C)=O)F